6-(piperazin-1-yl)-N-(6-(o-tolyl)-5-(trifluoromethyl)pyridin-2-yl)pyridine-2-sulfonamide hydrochloride Cl.N1(CCNCC1)C1=CC=CC(=N1)S(=O)(=O)NC1=NC(=C(C=C1)C(F)(F)F)C1=C(C=CC=C1)C